2,6-Dichlorocinnamoylguanidin ClC1=C(C=CC(=O)NC(=N)N)C(=CC=C1)Cl